CC1=C(N=C2N1C=C(N=C2)C2=CC(N(C=C2)C)=O)C(=O)OC methyl 3-methyl-6-(1-methyl-2-oxo-1,2-dihydropyridin-4-yl)imidazo[1,2-a]pyrazine-2-carboxylate